5-(4-cyanophenyl)-N-methoxy-N-methyl-[1,2,4]triazolo[1,5-a]pyridine-7-carboxamide C(#N)C1=CC=C(C=C1)C1=CC(=CC=2N1N=CN2)C(=O)N(C)OC